4'-fluoro-2-oxo-1,3'-bipiperidine-1'-carboxylic acid benzyl ester C(C1=CC=CC=C1)OC(=O)N1CC(C(CC1)F)N1C(CCCC1)=O